4-[2-(4-dimethylamino-piperidin-1-yl)-1-methyl-5-(1-methyl-1H-indazol-5-yl)-6-oxo-1,6-dihydro-pyrimidin-4-yl]-2-fluoro-benzonitrile CN(C1CCN(CC1)C=1N(C(C(=C(N1)C1=CC(=C(C#N)C=C1)F)C=1C=C2C=NN(C2=CC1)C)=O)C)C